methyl N-benzyl-N-((S)-2-((tert-butoxycarbonyl)amino)butanoyl)-D-alaninate C(C1=CC=CC=C1)N([C@H](C)C(=O)OC)C([C@H](CC)NC(=O)OC(C)(C)C)=O